4-((3,5-dicyclohexylphenyl)(2-hydroxyethyl)amino)-3-(difluoromethoxy)benzoic acid C1(CCCCC1)C=1C=C(C=C(C1)C1CCCCC1)N(C1=C(C=C(C(=O)O)C=C1)OC(F)F)CCO